N-butyl-N2-{2-[3-(trifluoromethoxy)phenyl][1,2,4]triazolo[1,5-c]quinazolin-5-yl}glycinamide C(CCC)NC(CNC1=NC=2C=CC=CC2C=2N1N=C(N2)C2=CC(=CC=C2)OC(F)(F)F)=O